4-(Benzylsulfonyl)-2-((dimethylamino)methyl)-1-(3-methoxyphenyl)cyclohexane-1-ol hydrochloride Cl.C(C1=CC=CC=C1)S(=O)(=O)C1CC(C(CC1)(O)C1=CC(=CC=C1)OC)CN(C)C